1,3-BISISOCYANATOMETHYLCYCLOHEXANE N(=C=O)CC1CC(CCC1)CN=C=O